[N+](=O)([O-])C1(C=CC(C=C1)=C1C=CC(N)(C=C1)[N+](=O)[O-])N 4,4'-Dinitrobenzidine